COC1=NC=C(C(=N1)OC)C=1C=C(C=2N(N1)C=CN2)[C@@H]2[C@H](C2)C2=CC=C1C=NN(C1=C2)C(C(F)(F)F)C 6-(2,4-dimethoxypyrimidin-5-yl)-8-((1S,2S)-2-(1-(1,1,1-trifluoropropan-2-yl)-1H-indazol-6-yl)cyclopropyl)imidazo[1,2-b]pyridazine